CN(C1=CC=C(C=O)C=C1)C 4-DIMETHYLAMINOBENZALDEHYDE